C(C)CC(CC(=O)[O-])=O.C(C)CC(CC(=O)[O-])=O.C(C)CC(CC(=O)[O-])=O.C(C(C)C)O[Ti+3] isobutoxytitanium tris(ethyl acetoacetate)